(1-Phenylethoxyprop-1-en-2-yl)naphthalene C1(=CC=CC=C1)C(C)OCC(=C)C1=CC=CC2=CC=CC=C12